ClC1=NC(=NC(=C1)OCC(C)(C)C)SC 4-chloro-2-(methylthio)-6-(neopentyloxy)pyrimidine